ClC=1C=C(C(=NC1)OC(F)F)C1=NN=C(N1C)C=1C(=NC=C(C1)Cl)OC(F)F 5-chloro-3-[5-[5-chloro-2-(difluoromethoxy)-3-pyridyl]-4-methyl-1,2,4-triazol-3-yl]-2-(difluoromethoxy)pyridine